FC1=C(C=C(C=C1C)C1=C(C=C(C=C1C)C)C)[C@@H]([C@@H](C(=O)N)N1N=C(C(=CC1=O)C)CCN1CC(C1)F)C1CC1 (S)-3-(4-fluoro-2',4',5,6'-tetramethyl-[1,1'-biphenyl]-3-yl)-((S)-3-cyclopropyl-2-(3-(2-(3-fluoroazetidin-1-yl)ethyl)-4-methyl-6-oxopyridazin-1(6H)-yl)propionamide)